(2S,3S)-2,3-dimethyloxirane C[C@@H]1O[C@H]1C